C(C)(C)(C)OC(=O)N1CC(CCC1)(C(N[C@H](C)C1=NC=CC=C1)=O)C 3-methyl-3-((R)-1-pyridin-2-yl-ethylcarbamoyl)-piperidine-1-carboxylic acid tert-butyl ester